C(C)(C)(C)OC(=O)NC(C(=O)O)CC (tert-butoxycarbonyl)aminobutanoic acid